S1N=CC2=C1CCCC2 4,5,6,7-tetrahydrobenzo[d]isothiazole